4-((2-(4-((4-(((2-(2,6-Dioxopiperidin-3-yl)-1,3-dioxoisoindolin-4-yl)(methyl)amino)methyl)-1H-1,2,3-triazol-1-yl)methyl)phenyl)-7-phenylimidazo[1,2-a]pyridin-3-yl)amino)benzoic acid O=C1NC(CCC1N1C(C2=CC=CC(=C2C1=O)N(C)CC=1N=NN(C1)CC1=CC=C(C=C1)C=1N=C2N(C=CC(=C2)C2=CC=CC=C2)C1NC1=CC=C(C(=O)O)C=C1)=O)=O